[Cl-].C1(=CC=CC=C1)C(C(=O)OC1CC2CCC(C1)[N+]21CCCC1)(O[Si](CC)(CC)CC)C1=CC=CC=C1 3-(2,2-diphenyl-2-((triethylsilyl)oxy)acetoxy)spiro[bicyclo[3.2.1]octane-8,1'-pyrrolidin]-8-ium chloride